(R)-8-(2-chlorophenoxy)-N-((1R,5s,8s)-3-(6-methylpyrimidin-4-yl)-3-azabicyclo[3.2.1]oct-8-yl)-5,6,7,8-tetrahydro-[1,2,4]triazolo[1,5-a]pyridin-2-amine ClC1=C(O[C@H]2C=3N(CCC2)N=C(N3)NC3[C@H]2CN(C[C@@H]3CC2)C2=NC=NC(=C2)C)C=CC=C1